C(C(=C)C)(=O)[O-].C(C(=C)C)(=O)[O-].C(C(=C)C)(=O)[O-].[Na+].[C-]1(C=CC=C1)CC[SiH2]C.[CH-]1C=CC=C1.[Fe+2].[Na+].[Na+] ferrocenylethylmethyl-silane sodium trimethacrylate